C(C)OC(COC)(C)OCC 2,2-diethoxy-1-methoxypropane